C(C)(C)(C)C1=C(C(=C2C=C(C(C2=C1)[Si](C)(C)Cl)C)C1=CC(=CC(=C1)C)C)OC [6-tert-butyl-4-(3,5-dimethylphenyl)-5-methoxy-2-methyl-1H-inden-1-yl]chlorodimethylsilane